C(C)OC([C@H](CCCCN=C=O)N=C=O)=O L-2,6-Diisocyanatohexanoic acid ethyl ester